tert-butyl 7-((1-(3-(2,6-dioxopiperidin-3-yl)-1-methyl-1H-indazol-7-yl)piperidin-4-yl)methyl)-3-oxa-7,9-diazabicyclo[3.3.1]nonane-9-carboxylate O=C1NC(CCC1C1=NN(C2=C(C=CC=C12)N1CCC(CC1)CN1CC2COCC(C1)N2C(=O)OC(C)(C)C)C)=O